CC=1C=C(C(=O)OCC)C=CC1C ethyl 3,4-dimethylbenzoate